N-phenyl-terphenylamine C1(=CC=CC=C1)NC=1C(=CC=CC1)C=1C(=CC=CC1)C1=CC=CC=C1